2-(tert-butoxycarbonylamino)-2-(2,6-difluorophenyl)acetic acid C(C)(C)(C)OC(=O)NC(C(=O)O)C1=C(C=CC=C1F)F